C(#N)C1=CC=C(OC(C(=O)NC=2SC3=C(N2)C(=CC=C3OC)OC)C3=CC=C(C=C3)S(=O)(=O)CC)C=C1 2-(4-Cyano-phenoxy)-N-(4,7-dimethoxy-benzothiazol-2-yl)-2-(4-ethanesulfonyl-phenyl)-acetamide